4-(tetrahydrofuran-3-carbonyl)piperazine O1CC(CC1)C(=O)N1CCNCC1